C(C1=CC=CC=C1)S(=O)(=O)C1=CC(=C(C=C1)N1CCN(CC1)C(C)=O)[N+](=O)[O-] 1-{4-[4-(benzylsulfonyl)-2-nitrophenyl]piperazin-1-yl}ethan-1-one